FC=1C=C2C(C(=C(C(C2=CC1)=O)CC1=CC=C(C(=N1)C#N)C(F)(F)F)C([2H])([2H])[2H])=O 6-((6-fluoro-3-(methyl-d3)-1,4-dioxo-1,4-dihydronaphthalen-2-yl)methyl)-3-(trifluoromethyl)picolinonitrile